CON=C1C(C=C(C(=O)[O-])C=C1)CCCC 4-methoxyimino-3-butylbenzoate